Cl.ClC=1C=C2C(=NC1)CC1(CCNCC1)C2=O 3-chlorospiro[7H-cyclopenta[b]pyridine-6,4'-piperidine]-5-one hydrochloride